3-([1,1'-biphenyl]-2-yl)-2-phenyl-1H-indole C1(=C(C=CC=C1)C1=C(NC2=CC=CC=C12)C1=CC=CC=C1)C1=CC=CC=C1